C1(=CC(=CC(=C1)C(=O)[O-])C(=O)[O-])C(=O)[O-] 1,3,5-benzenetri-carboxylate